4-Chloro-2-fluoro-3-methyl-5-(4,4,5,5-tetramethyl-1,3,2-dioxaborolan-2-yl)aniline gold-potassium citrate C(CC(O)(C(=O)[O-])CC(=O)[O-])(=O)[O-].[K+].[Au+3].ClC1=C(C(=C(N)C=C1B1OC(C(O1)(C)C)(C)C)F)C